4-((1-(4-chlorophenyl)-3-(4'-(trifluoromethoxy)-[1,1'-biphenyl]-4-yl)propan-2-yl)oxy)-1H-1,2,3-triazole-5-carboxylic acid ClC1=CC=C(C=C1)CC(CC1=CC=C(C=C1)C1=CC=C(C=C1)OC(F)(F)F)OC=1N=NNC1C(=O)O